6-methyl-dihydro-2H-pyran-3(4H)-one CC1CCC(CO1)=O